C(C)\C(=C(/C(=O)O)\C[C@]1(N2[C@@H](C[C@@H](C1=O)CC2)C)COC)\C(=O)O.N2CCC(CC2)C=2C1=C(N=C(N2)N2CCOCC2)N(CC1)C=1C=NC=CC1 4-(4-(piperidin-4-yl)-7-(pyridin-3-yl)-6,7-dihydro-5H-pyrrolo[2,3-d]pyrimidin-2-yl)morpholine ethyl-(((1R,2S,4S,6R)-2-(methoxymethyl)-6-methyl-3-oxoquinuclidin-2-yl)methyl)fumarate